3-tosyl-4-(5-(2-((4-(trifluoromethyl)phenyl)amino)phenyl)-1,3,4-oxadiazol-2-yl)oxazolidin-2-one S(=O)(=O)(C1=CC=C(C)C=C1)N1C(OCC1C=1OC(=NN1)C1=C(C=CC=C1)NC1=CC=C(C=C1)C(F)(F)F)=O